2-(4-Acetylphenoxy)-2-methylpropanoic acid ethyl ester C(C)OC(C(C)(C)OC1=CC=C(C=C1)C(C)=O)=O